[Ni].[Zn].COC1=C(CNC2=NC=NC3=C(C=CC=C23)C=2C=NN(C2)C=2C=C(C=CC2C)NC(=O)C=2N=NC=C(C2)C(F)(F)F)C=CC(=C1)OC N-(3-(4-(4-((2,4-dimethoxybenzyl)amino)quinazolin-8-yl)-1H-pyrazol-1-yl)-4-methylphenyl)-5-(trifluoromethyl)pyridazine-3-carboxamide zinc-nickel